C(C)C1=NN(C2=NC(=NC(=C12)NCC1=CC=C(C=C1)F)C1=CCC(CC1)C(=O)O)C 4-(3-ethyl-4-{[(p-fluorophenyl)methyl]amino}-1-methyl-1H-1,2,5,7-tetraazainden-6-yl)-3-cyclohexene-1-carboxylic acid